tert-Butyl 6-(benzylamino)-6-(2-ethoxy-2-oxoethyl)-1,4-oxazepane-4-carboxylate C(C1=CC=CC=C1)NC1(CN(CCOC1)C(=O)OC(C)(C)C)CC(=O)OCC